4-fluoro-3-((1-methyl-6-(pyrimidin-5-ylamino)-1H-pyrazolo[3,4-d]pyrimidin-3-yl)amino)benzoic acid FC1=C(C=C(C(=O)O)C=C1)NC1=NN(C2=NC(=NC=C21)NC=2C=NC=NC2)C